COC(=O)C1(CCN2C=CC=C12)C(C1=CC=CC=C1)=O benzoyl-2,3-dihydro-1H-pyrrolizine-1-carboxylic acid methyl ester